5-mercapto-1H-tetrazole sodium methanesulfonate CS(=O)(=O)[O-].[Na+].SC1=NN=NN1